(S)-5-((3-(5-(1-Amino-1,3-dihydrospiro[indene-2,4'-piperidin]-1'-yl)-6-(hydroxymethyl)Pyrazin-2-yl)prop-2-yn-1-yl)oxy)pyridineamide N[C@@H]1C2=CC=CC=C2CC12CCN(CC2)C=2N=CC(=NC2CO)C#CCOC=2C=CC(=NC2)C(=O)N